N-(4-(piperidin-4-yl)phenyl)methanesulfonamide N1CCC(CC1)C1=CC=C(C=C1)NS(=O)(=O)C